3-(5-acetylthiophen-2-yl)-3-[3-(hydroxymethyl)-4-methylphenyl]-2,2-dimethylpropionate C(C)(=O)C1=CC=C(S1)C(C(C(=O)[O-])(C)C)C1=CC(=C(C=C1)C)CO